FC(C=1C=C2C(=CNC2=CC1)CCCCN1CCN(CC1)C=1C=CC2=C(C=C(O2)C(=O)N)C1)(F)F 5-(4-(4-(5-(trifluoromethyl)-1H-indol-3-yl)butyl)piperazin-1-yl)benzofuran-2-carboxamide